CC1(NC(CC(C1)OC=1N=NC=CN1)(C)C)C 3-[(2,2,6,6-Tetramethylpiperidin-4-yl)oxy]-1,2,4-Triazin